Benzyl (3R,4R)-3-amino-4-(hydroxymethyl)pyrrolidine-1-carboxylate N[C@H]1CN(C[C@H]1CO)C(=O)OCC1=CC=CC=C1